C(C)C1=NC2=C(C=3C(C=C(C(C13)=O)SC1=CC(=CC=C1)OC)=O)C(N(C(N2C)=O)C)=O 6-Ethyl-8-((3-methoxyphenyl)thio)-2,4-dimethylpyrimido[4,5-c]Isochinolin-1,3,7,10(2H,4H)-Tetraon